O1C2=C(OCC1)C(=CC=C2)NC2=NC=1N(C(=C2)NC)N=C(C1NC(=O)N[C@H]1[C@H](C1)F)C 1-(5-((2,3-dihydrobenzo[b][1,4]dioxin-5-yl)amino)-2-methyl-7-(methylamino)pyrazolo[1,5-a]pyrimidin-3-yl)-3-((1R,2S)-2-fluorocyclopropyl)urea